O1COCC2=C1C=CC(=C2)C(OC2CC1(CN(C1)C(=O)N1N=NC3=C1C=C(C=C3)C#N)C2)C2=CC3=C(OCOC3)C=C2 1-(6-(bis(4H-benzo[d][1,3]dioxin-6-yl)methoxy)-2-azaspiro[3.3]heptane-2-carbonyl)-1H-benzo[d][1,2,3]triazole-6-carbonitrile